NC1=C(C(=NN1C1=C(C=C(C=C1Cl)C(F)(F)F)Cl)C#N)SC(F)(F)F 5-amino-3-cyano-1-(2,6-dichloro-4-trifluoromethyl-phenyl)-4-trifluoromethylthiopyrazole